C(C)(C)(C)OC(=O)N1C2CN(CC1CC2)C2=C(C=1CCC(CC1C(=C2)F)NC(=O)OCC2=CC=CC=C2)Br 3-(6-[[(benzyloxy)carbonyl]amino]-1-bromo-4-fluoro-5,6,7,8-tetrahydronaphthalen-2-yl)-3,8-diazabicyclo[3.2.1]octane-8-carboxylic acid tert-butyl ester